(3-(2-aminoethoxy)phenyl)(phenyl)methanone hydrochloride Cl.NCCOC=1C=C(C=CC1)C(=O)C1=CC=CC=C1